3-chloro-4-(3-methoxy-2,6-dimethylphenyl)-1-methyl-pyrrolo[2,3-b]pyridine-6-carboxamide ClC1=CN(C2=NC(=CC(=C21)C2=C(C(=CC=C2C)OC)C)C(=O)N)C